OC=1C=C2OC=3C(C(C(C(C3C(C2=C(C1C(C(CC)C)=O)O)CC(C)C)=O)(C)C)=O)(C)C 6,8-dihydroxy-7-(2-methylbutyryl)-9-isobutyl-2,2,4,4-tetramethyl-4,9-dihydro-1H-xanthene-1,3(2H)-dione